COCCOCCOCCOCCOC(=O)N[C@@H](CC(C)C)C(=O)O N-((11-Methoxy-3,6,9-trioxaundecanyloxy)carbonyl)-L-leucine